BrC=1C=C(C=CC1)NC1(CCC2(C(=CC3=CC=CC=C23)C2=CC(=C(C=C2)Cl)Cl)CC1)C(=O)O 4-(3-Bromophenylamino)-2'-(3,4-dichlorophenyl)spiro[cyclohexane-1,1'-indene]-4-carboxylic acid